3-((methylsulfonyl)methyl)cyclobutan-1-ol CS(=O)(=O)CC1CC(C1)O